COCC1=NN2C(N=CC=C2C(=O)N[C@@H]2C[C@H](C2)OC(F)(F)F)=C1C(=O)N 2-(Methoxymethyl)-N7-[trans-3-(trifluoromethoxy)cyclobutyl]pyrazolo[1,5-a]pyrimidine-3,7-dicarboxamide